C(C)(C)(C)S(=O)\N=C\C1=C(C(=O)N(C)C)C=C(N=C1Cl)N1[C@@H](CCC1)C 3-((E)-((tert-butylsulfinyl)imino)methyl)-2-chloro-N,N-dimethyl-6-((R)-2-methylpyrrolidin-1-yl)isonicotinamide